ClC=1C=C(SC1)C(=O)NCC1=C(C=CC2=C1N(C=N2)C)OC 4-chloro-N-((6-methoxy-1-methyl-1H-benzimidazol-7-yl)-methyl)thiophene-2-carboxamide